N1N=C(C=C1)NC(=O)C1=CC=C2C(N1)=C(C=N2)C=2CCN(CC2)C N-[pyrazol-3-yl]-3-(1-methyl-1,2,3,6-tetrahydropyridin-4-yl)pyrrolo[3,2-b]pyridine-5-carboxamide